NC=1C=C(C=C(C1)C(F)(F)F)[C@@H](C)NC(=O)C1=CN(C(C=C1)=O)C1=C(C=CC=C1)F N-[(1R)-1-[3-amino-5-(trifluoromethyl)phenyl]ethyl]-1-(2-fluorophenyl)-6-oxo-pyridine-3-carboxamide